Trans-3-methyl-4-(3-phenyl-1H-1,2,4-triazol-5-yl)pyrrolidine-1-carbonitrile C[C@@H]1CN(C[C@H]1C1=NC(=NN1)C1=CC=CC=C1)C#N